4-((7-((adamantan-1-yl)(methyl)amino)heptyl)thio)-2-(2,6-dioxopiperidin-3-yl)-5-fluoroisoindoline-1,3-dione C12(CC3CC(CC(C1)C3)C2)N(CCCCCCCSC2=C3C(N(C(C3=CC=C2F)=O)C2C(NC(CC2)=O)=O)=O)C